Ethyl 2-[acetyl(2-chlorobenzyl)amino]-6-hydroxy-1-benzothiophene-3-carboxylate C(C)(=O)N(C=1SC2=C(C1C(=O)OCC)C=CC(=C2)O)CC2=C(C=CC=C2)Cl